COC1=CC=C(CNC(=O)NC2CC3(CN(C3)C(C3=CC=C(C=C3)C(F)(F)F)=O)C2)C=C1 1-(4-methoxybenzyl)-3-(2-(4-(trifluoromethyl)benzoyl)-2-azaspiro[3.3]heptan-6-yl)urea